C(C)(=O)SC1=NOC(C1)(C)C S-(5,5-dimethyl-4H-isoxazol-3-yl) thioacetate